5-(dimethylphosphino)quinoline-2-carbonitrile CP(C1=C2C=CC(=NC2=CC=C1)C#N)C